(R)-3-(3-(difluoromethoxy)phenyl)-1-(2-hydroxypropyl)-N-(3-methyl-1,1-dioxidothietan-3-yl)-1H-pyrazolo[4,3-b]pyridine-6-carboxamide FC(OC=1C=C(C=CC1)C1=NN(C=2C1=NC=C(C2)C(=O)NC2(CS(C2)(=O)=O)C)C[C@@H](C)O)F